C(C)(C)(C)OC(N(CC(NC1=CN=CC2=CC=C(C=C12)C#N)C#N)C1=CC(=CC=C1)Cl)=O tert-butyl(3-chlorophenyl)(2-cyano-2-((6-cyanoisoquinolin-4-yl)amino)ethyl)carbamate